C(C)N(C(=O)C1CN[C@@H]2CC=3C4=C(C2=C1)C=CC=C4NC3)CC (6aR)-N,N-diethyl-4,6,6a,7,8,9-hexahydroindolo[4,3-fg]quinoline-9-carboxamide